6-((6-cyano-5-(trifluoromethyl)pyridin-3-yl)amino)-5-hydroxy-5-methyl-6-oxohexanoic acid C(#N)C1=C(C=C(C=N1)NC(C(CCCC(=O)O)(C)O)=O)C(F)(F)F